CC1=NC(=NC=C1CN1N=CC(=C1)NC(O)=O)SC (1-((4-methyl-2-(methylsulfanyl)pyrimidin-5-yl)methyl)-1H-pyrazol-4-yl)carbamic acid